3-(5-(1-((2,3-dihydrobenzo[b][1,4]dioxin-5-yl)methyl)piperidin-4-yl)-1-oxoisoindolin-2-yl)piperidine-2,6-dione O1C2=C(OCC1)C(=CC=C2)CN2CCC(CC2)C=2C=C1CN(C(C1=CC2)=O)C2C(NC(CC2)=O)=O